C(C(=C)C)(=O)OC1(CCCCC1)OC(C(=C)C)=O cyclohexanediol DIMETHACRYLATE